FC(C(=O)NCC(CO)O)(F)F 3-(Trifluoroacetylamino)-1,2-Propanediol